FC(C1=CC=C(C=C1)N=C1SC=C(N1)C1=CC(=CC=C1)Br)(F)F 2-(4-trifluoromethylphenyl-imino)-4-(3-bromophenyl)thiazole